N-[8-(2-Diethylamino-ethoxy)-6,6-dimethyl-11-oxo-6,11-dihydro-5H-benzo[b]carbazol-3-yl]-3-trifluoromethyl-benzamide C(C)N(CCOC=1C=CC2=C(C(C=3NC4=CC(=CC=C4C3C2=O)NC(C2=CC(=CC=C2)C(F)(F)F)=O)(C)C)C1)CC